(3-fluoro-4-(hydroxymethyl)phenyl)boronic acid FC=1C=C(C=CC1CO)B(O)O